COC(C1=CC(=C(C(=C1)I)N)NCC1(CC1)CF)=O 4-amino-3-(((1-(fluoromethyl)cyclopropyl)methyl)amino)-5-iodobenzoic acid methyl ester